(±)-tert-butyl (2-(3-(cyclohexylmethoxy)phenylsulfonimidoyl)ethyl)carbamate C1(CCCCC1)COC=1C=C(C=CC1)[S@@](=O)(=N)CCNC(OC(C)(C)C)=O |r|